nitrosonium N#[O+]